ClC=1C=C(CNCCC(=O)NCCCNC2=C3C=NNC3=C(C(=C2)C2=CC=NC=C2)F)C=CC1OC(F)(F)F 3-((3-chloro-4-(trifluoromethoxy)benzyl)amino)-N-(3-((7-fluoro-6-(pyridin-4-yl)-1H-indazol-4-yl)amino)propyl)propanamide